CC1=C(OC=2CCC3=CN(N=C3C21)CC2=NC=CC=C2)C(=O)N 8-methyl-2-(pyridin-2-ylmethyl)-4,5-dihydro-2H-furo[2,3-g]indazole-7-carboxamide